C1(=CC=CC=C1)CCCCOC1=CC=C2C=CC(C2=C1)=O 6-(4-phenylbutoxy)-1H-inden-1-one